titanium (IV) bis(ethylacetoacetate) diisopropoxide CC([O-])C.CC([O-])C.C(C)CC(CC(=O)[O-])=O.C(C)CC(CC(=O)[O-])=O.[Ti+4]